CC1=CN=CC(=N1)OC1=C2C=NNC2=C(C=C1)S(=O)(=O)C(F)(F)F 4-[(6-methylpyrazin-2-yl)oxy]-7-trifluoromethanesulfonyl-1H-indazole